FC(C(C(C(C(C(C(C(C(F)(F)F)(F)F)(F)F)(F)F)(F)F)(F)F)(F)F)(O)F)(O)F perfluorononane-1,2-diol